FC1=C2C=CN(C2=C(C=C1)C)C1=CC(=CC=C1)N1CCN(CC1)C(C)C 4-fluoro-N-(3-(4-isopropylpiperazin-1-yl)phenyl)-7-methyl-1H-indole